C(C)(C)(C)OC(=O)N1CCC(CC1)N1N=C2C=C(C(=CC2=C1)Br)OC 4-(5-bromo-6-methoxy-2H-indazol-2-yl)piperidine-1-carboxylic acid tert-butyl ester